ClC1=C(C=CC(=C1)F)C1=NOC(=N1)C1CCN(CC1)C(CC1=NC=NN1C)=O 1-(4-(3-(2-chloro-4-fluorophenyl)-1,2,4-oxadiazol-5-yl)piperidin-1-yl)-2-(1-methyl-1H-1,2,4-triazol-5-yl)ethan-1-one